phenylaminosulfonic acid C1(=CC=CC=C1)NS(=O)(=O)O